C(C)(C)(C)OOC1(CC(CC(C1)C)(C)C)OOC(C)(C)C 1,1-bis(t-butyl-peroxy)3,3,5-trimethylcyclohexane